COC(C(=C)C)=O.C(C1CO1)OCC1CO1 glycidylether methyl-methacrylate